(R)-6-(2-aminoethyl)-N4-(1-cyclopropylethyl)-N2-(3,5-difluorophenyl)quinazoline-2,4-diamine NCCC=1C=C2C(=NC(=NC2=CC1)NC1=CC(=CC(=C1)F)F)N[C@H](C)C1CC1